[K].ClC1=C2CC=NC2=NC=N1 6-Chloro-7-deazapurine potassium